FC(C1=CC(=NC=C1)C(C#N)C1=C(C=CC=C1)F)F 2-(4-(difluoromethyl)pyridin-2-yl)-2-(2-fluorophenyl)acetonitrile